CC(CC(=O)OC[C@H]1O[C@H]([C@]([C@@H]1OC(C(C)C)=O)(C)F)N1C2=NC(=NC(=C2N=C1)NC)N)C ((2R,3R,4R,5R)-5-(2-amino-6-(methylamino)-9H-purin-9-yl)-4-fluoro-3-(isobutyryloxy)-4-methyltetrahydrofuran-2-yl)methyl 3-methylbutanoate